(6-bromopyridin-2-yl)-7-chloroimidazo[1,2-a]pyridine BrC1=CC=CC(=N1)C=1N=C2N(C=CC(=C2)Cl)C1